lithium cobalt oxalate C(C(=O)[O-])(=O)[O-].[Co+2].[Li+]